10-maleimido-1-decanol C1(C=CC(N1CCCCCCCCCCO)=O)=O